1-(2,5-difluorobenzyl)-N-methylmethanamine FC1=C(CCNC)C=C(C=C1)F